NC(C(CN1C(NCC1)=O)NC([C@H](CC1CC1)NC(=O)C=1NC2=CC=CC(=C2C1)OC)=O)=O N-[(1S)-2-[[2-amino-2-oxo-1-[(2-oxoimidazolidin-1-yl)methyl]ethyl]amino]-1-(cyclopropylmethyl)-2-oxo-ethyl]-4-methoxy-1H-indole-2-carboxamide